CC(CCCCCC(=O)N(CC(C)OOC)CC(C)OOC)C 7-methyl-N,N-bis(2-(methylperoxy)propyl)octanamide